(3aR,6aR)-5-cyano-N-(5-phenyl-pyridin-2-yl)hexahydro-pyrrolo[3,4-b]pyrrole-1(2H)-carboxamide C(#N)N1C[C@@H]2N(CC[C@@H]2C1)C(=O)NC1=NC=C(C=C1)C1=CC=CC=C1